C(C)(C)(C)OC(=O)N(C1=CC=C(C(=O)C2=CN=C3N2CCN(C3)C(=O)OC(C)(C)C)C=C1)[C@@H]1C[C@@H](N(C3=CC=CC=C13)C(CC)=O)C tert-Butyl 3-(4-((tert-butoxycarbonyl)((2S,4R)-2-methyl-1-propionyl-1,2,3,4-tetrahydroquinolin-4-yl)amino)benzoyl)-5,6-dihydroimidazo[1,2-a]pyrazine-7(8H)-carboxylate